N-(4-cyclohexylphenyl)-N-(3'',5',5''-tri-t-butyl-1,1':3',1''-terphenyl-5-yl)-9,9-dimethyl-9H-fluoren-2-amine C1(CCCCC1)C1=CC=C(C=C1)N(C1=CC=2C(C3=CC=CC=C3C2C=C1)(C)C)C=1C=CC=C(C1)C1=CC(=CC(=C1)C(C)(C)C)C1=CC(=CC(=C1)C(C)(C)C)C(C)(C)C